N[C@@H](CC1=CC=CC=C1)CC(=O)O |r| DL-beta-homophenylalanine